[OH-].[Na+].C(C)(C)(C)O tertiary butanol sodium hydroxide